CN1CC(C1)(C)[C@@](C=1C=C(C=NC1)C1=NC=NO1)(C1=CC=C(C=C1)CC(F)(F)F)O 5-(5-{(R)-(1,3-Dimethyl-azetidin-3-yl)-hydroxy-[4-(2,2,2-trifluoro-ethyl)-phenyl]-methyl}-pyridin-3-yl)-[1,2,4]oxadiazol